oxazolinylnorbornane O1C(=NCC1)C12CCC(CC1)C2